2-propoxy carbamate C(N)(OOC(C)C)=O